C(C)(=O)OC[C@H]([C@H]([C@H]1[C@@H]([C@H](CC(C(O)=O)(O)O1)O)NC(C)=O)O)O 9-O-Acetyl-N-acetyl-neuraminic acid